5-(4-cyanophenyl)-2-methyl-[1,2,4]triazolo[1,5-c]pyrimidin C(#N)C1=CC=C(C=C1)C1=NC=CC=2N1N=C(N2)C